N1[C@@H](CCC1)B(O)O (R)-pyrrolidin-2-ylboronic acid